N-(1-(2-(3,4-dichlorophenyl)acetyl)piperidin-4-yl)-N-methylhexanamine hydrochloride Cl.ClC=1C=C(C=CC1Cl)CC(=O)N1CCC(CC1)N(CCCCCC)C